N1N=C(C=C1)CN1N=CC2=C(N(C=3C=C(C=CC23)OC2=NC(=CC=C2)F)C)C1=O 3-((1H-pyrazol-3-yl)methyl)-7-((6-fluoropyridin-2-yl)oxy)-5-methyl-3,5-dihydro-4H-pyridazino[4,5-b]indol-4-one